C(=O)(OCC)C1=CC=C(C2=NC3=CC=CC=C3C(=C12)C1=CC=C(C=C1)OC)F carbethoxy-9-(p-methoxyphenyl)-4-fluoroacridine